(S)-2-(3-(2-(azetidin-1-yl)ethyl)-4,5-dimethyl-6-oxopyridazin-1(6H)-yl)-4-methylpentanamide N1(CCC1)CCC1=NN(C(C(=C1C)C)=O)[C@H](C(=O)N)CC(C)C